S(=O)(=O)(O)O.CN(CC=CC(=O)N)C 4-(dimethylamino)-2-butenamide sulfate